tert-butyl (3R)-3-[(1S)-1-[(2-bromo-4-iodo-phenyl)methyl]-2-tert-butoxy-2-oxo-ethyl]pyrrolidine-1-carboxylate BrC1=C(C=CC(=C1)I)C[C@H](C(=O)OC(C)(C)C)[C@@H]1CN(CC1)C(=O)OC(C)(C)C